C=C(C(=O)OCC(CCCC)O)CC1=CC(=C(C(=C1)C(C)(C)C)O)C(C)(C)C 1,2-hexanediol 1-methylene-3-(3',5'-di-tert-butyl-4'-hydroxyphenyl)-propionate